C1(=CC=C(C=C1)C(C)N1C(=CC=C1)C(=O)OCC)C ethyl 1-[1-(p-tolyl) ethyl]-1H-pyrrole-2-carboxylate